OC1(CCCCC1)C#CC=1C=CC2=C(C3=C(CC(N2)=O)C2=CC(=CC=C2N3)C(F)(F)F)C1 2-[2-(1-hydroxycyclohexyl)-ethynyl]-9-trifluoromethyl-7,12-dihydro-indolo[3,2-d][1]benzazepin-6(5H)-one